(7R,14R)-1-(difluoromethoxy)-11-((1-hydroxycyclobutyl)ethynyl)-6-(methyl-d3)-6,7-dihydro-7,14-methanobenzo[f]benzo[4,5]imidazo[1,2-a][1,4]diazocin-5(14H)-one FC(OC1=CC=CC=2C(N([C@H]3C=4N([C@@H](C21)C3)C3=C(N4)C=CC(=C3)C#CC3(CCC3)O)C([2H])([2H])[2H])=O)F